FC1=C(C=C(C2=C1N=CS2)F)F 4,5,7-TRIFLUORO-1,3-BENZOTHIAZOL